(2-(tert-butyl)-1-methyl-1H-pyrrolo[2,3-c]pyridin-3-yl)(4-hydroxyphenyl)methanone C(C)(C)(C)C1=C(C=2C(=CN=CC2)N1C)C(=O)C1=CC=C(C=C1)O